C[C@H]1N(C[C@@H](N(C1)C1=NC=CC2=C1C(=CN2S(=O)(=O)C2=CC=C(C)C=C2)C(F)(F)F)C)C(=O)OC(C)(C)C tert-Butyl (2R,5S)-2,5-dimethyl-4-(1-tosyl-3-(trifluoromethyl)-1H-pyrrolo[3,2-c]pyridin-4-yl)piperazine-1-carboxylate